NC=1C=2O[C@@H](C3=CC(=CC=C3C=3SC(=NC3CC=3N(N=C(C3C(=CN1)C2)C#N)C)C)F)C (19R)-22-amino-16-fluoro-5,10,19-trimethyl-20-oxa-11-thia-4,5,9,23-tetraazapentacyclo[19.3.1.02,6.08,12.013,18]pentacosa-1(24),2(6),3,8(12),9,13,15,17,21(25),22-decaene-3-carbonitrile